NC=1C=C(C=CC1)S meta-aminothiophenol